NC1=CC=C(C2=CC=CC=C12)Br 1-amino-4-bromonaphthalene